7-[(2S,5R)-2,5-dimethylpiperazin-1-yl]-2-(4-phenoxyphenyl)-4,5,6,7-tetrahydro-2H-pyrazolo[4,3-b]pyridine-3-carboxamide C[C@@H]1N(C[C@H](NC1)C)C1C=2C(NCC1)=C(N(N2)C2=CC=C(C=C2)OC2=CC=CC=C2)C(=O)N